4-Chloro-6-(difluoromethyl)-3-methyl-1-((2-(trimethylsilyl)ethoxy)methyl)-1H-pyrazolo[3,4-b]pyridine ClC1=C2C(=NC(=C1)C(F)F)N(N=C2C)COCC[Si](C)(C)C